ClC1=CC=C(CN2C3(CN(C3)C=3SC=C(N3)C)C(N(CC2=O)C(C)C)=O)C=C1 5-(4-chlorobenzyl)-8-isopropyl-2-(4-methyl-thiazol-2-yl)-2,5,8-triazaspiro[3.5]nonane-6,9-dione